C(C1=CC=CC=C1)OC=1C(C(=CN2C1C(N1[C@H](CCC([C@H]2C1)=C)C)=O)C(=O)NCC1=C(C=C(C=C1F)F)F)=O (3S,7S)-12-(benzyloxy)-3-methyl-6-methylene-1,11-dioxo-N-(2,4,6-trifluorobenzyl)-1,4,5,6,7,11-hexahydro-3H-2,7-methanopyrido[1,2-a][1,4]diazonine-10-carboxamide